(S)-N-(4-AMINO-3,4-DIOXO-1-PHENYLBUTAN-2-YL)-3-CHLORO-5-PHENYLISOTHIAZOLE-4-CARBOXAMIDE NC(C([C@H](CC1=CC=CC=C1)NC(=O)C=1C(=NSC1C1=CC=CC=C1)Cl)=O)=O